COC=1C=CC=2C3=C(N(C2C1)CC1=CC=C(C=C1)S(=O)(=O)N)C=CNC3=O 4-((7-methoxy-1-oxo-1,2-dihydro-5H-pyrido[4,3-b]indol-5-yl)methyl)benzenesulfonamide